N-(4-(2-(2-ethoxypyridin-4-yl)propyl)-6-(((R)-1-hydroxy-4-methylpent-2-yl)amino)-1,3,5-triazin-2-yl)methanesulfonamide C(C)OC1=NC=CC(=C1)C(CC1=NC(=NC(=N1)N[C@@H](CO)CC(C)C)NS(=O)(=O)C)C